Diethylamino(difluoro)sulfonium tetrafluoroborate F[B-](F)(F)F.C(C)N(CC)[S+](F)F